5,6-dimethyl-1H-benzimidazol CC1=CC2=C(NC=N2)C=C1C